3α,7β,12α-trihydroxy-5β-cholane O[C@H]1C[C@H]2C[C@@H]([C@H]3[C@@H]4CC[C@H]([C@@H](CCC)C)[C@]4([C@H](C[C@@H]3[C@]2(CC1)C)O)C)O